ClC=1C(=C(C=C(C1)C1=C(C=CC=C1C)C)[C@H](CC(=O)O)NC(C(CCC(C)C)N1C(C=C(C(=C1)CCN(C)C)C(F)(F)F)=O)=O)F (3S)-3-(5-chloro-4-fluoro-2',6'-dimethyl-[1,1'-biphenyl]-3-yl)-3-(2-(5-(2-(dimethylamino)ethyl)-2-oxo-4-(trifluoromethyl)pyridin-1(2H)-yl)-5-methylhexanamido)propanoic acid